CC(CCCCNC(=O)N1C=NC(=C1)C=1C=NC=CC1)C N-(5-Methylhexyl)-4-(pyridin-3-yl)-1H-imidazole-1-carboxamide